(6-(dimethylphosphoryl)-4-methoxypyridin-3-yl)carbamic acid tert-butyl ester C(C)(C)(C)OC(NC=1C=NC(=CC1OC)P(=O)(C)C)=O